FC1=C(C=CC(=C1)OC1=CC(=NC=C1)N1C[C@@H](CC1)C(F)(F)F)NC1=NC=NC2=CC(=C(C=C12)NC1CCN(CC1)C(C=C)=O)OC (R)-1-(4-((4-((2-fluoro-4-((2-(3-(trifluoromethyl)pyrrolidin-1-yl)pyridin-4-yl)oxy)phenyl)amino)-7-methoxyquinazolin-6-yl)amino)piperidin-1-yl)prop-2-en-1-one